(2S,5R)-3-(3-amino-5-fluorophenethyl)-2-(1-(4-bromophenyl)-3-(4-fluorophenyl)-1H-pyrazol-4-yl)-5-methyloxazolidin-4-one NC=1C=C(CCN2[C@@H](O[C@@H](C2=O)C)C=2C(=NN(C2)C2=CC=C(C=C2)Br)C2=CC=C(C=C2)F)C=C(C1)F